3,4,5-trimethoxycumene COC=1C=C(C=C(C1OC)OC)C(C)C